(S)-2-(4-(4-chlorophenyl)-2,3,9-trimethyl-6H-thieno[3,2-f][1,2,4]triazolo[4,3-a][1,4]diazepin-6-yl)-N-(2-(1-(5-(2-oxoindolin-5-yl)pyridin-2-yl)piperidin-4-yl)ethyl)acetamide ClC1=CC=C(C=C1)C1=N[C@H](C=2N(C3=C1C(=C(S3)C)C)C(=NN2)C)CC(=O)NCCC2CCN(CC2)C2=NC=C(C=C2)C=2C=C3CC(NC3=CC2)=O